CC1=C(OC2=C1C=C(C=C2)S(N(CCC2=CC=CC=C2)CC2=C(C=CC=C2)C)(=O)=O)C(=O)O 3-Methyl-5-(N-(2-methylbenzyl)-N-phenethylsulfamoyl)benzofuran-2-carboxylic acid